(10As)-9-(hydroxymethyl)-6,6-dimethyl-3-(2-methylpentan-2-yl)-6a,7,10,10a-tetrahydrobenzo[c]chromen-1-ol OCC=1C[C@H]2C(C(OC=3C=C(C=C(C23)O)C(C)(CCC)C)(C)C)CC1